C(#C)C1=C(C=C(CNC(OC(C)(C)C)=O)C=C1)OC Tert-butyl 4-ethynyl-3-methoxybenzylcarbamate